O=C1NC(CC[C@@H]1C1=CC=C(C=N1)N1CCC(CC1)C=O)=O {6-[(3R)-2,6-dioxopiperidin-3-yl]Pyridin-3-yl}piperidine-4-carbaldehyde